C[C@H]1[C@@H]([C@@H]([C@H]([C@H](O1)OP(=O)([O-])OP(=O)([O-])OC[C@@H]2[C@H]([C@H]([C@@H](O2)N3C=CC(=O)NC3=O)O)O)NC(=O)C)O)NC(=O)C The molecule is dianion of UDP-4-amino-UDP-2,4-diacetamido-2,4,6-trideoxy-beta-L-altrose arising from deprotonation of the diphosphate; major species at pH 7.3. It is a conjugate base of an UDP-2,4-diacetamido-2,4,6-trideoxy-beta-L-altrose.